C(#N)C1CN(C1)S(=O)(=O)N1C[C@H](CCC1)C(=O)N1[C@H](CCC1)C(=O)N[C@H](CCO)C1=CC=C(C=C1)C(F)(F)F 1-(((3S)-1-((3-cyano-1-azetidinyl)sulfonyl)-3-piperidinyl)carbonyl)-N-((1R)-3-hydroxy-1-(4-(trifluoromethyl)phenyl)propyl)-D-prolinamide